((1H-pyrrolo[2,3-c]pyridin-5-yl)methyl)-1-(5-(5-chloro-2-methoxypyridin-4-yl)-1H-pyrazole-3-carbonyl)piperidine-4-carboxamide N1C=CC=2C1=CN=C(C2)CC2N(CCC(C2)C(=O)N)C(=O)C2=NNC(=C2)C2=CC(=NC=C2Cl)OC